3-[1-oxo-4-({[(1r,3r)-3-aminocyclobutyl]methyl}({spiro[3.3]heptan-2-ylmethyl})amino)-3H-isoindol-2-yl]piperidine-2,6-dione O=C1N(CC2=C(C=CC=C12)N(CC1CC2(C1)CCC2)CC2CC(C2)N)C2C(NC(CC2)=O)=O